NC(C)(C)C=1C=C(C=CC1F)B(O)O (3-(2-aminoprop-2-yl)-4-fluorophenyl)boronic acid